C(C)(=O)NCCOCCOCCNC(C1=CC(=C(C=C1)NCC1=CC=C(C=C1)C(F)(F)F)C=1N=CN(C1)C)=O N-(2-(2-(2-Acetamidoethoxy)ethoxy)ethyl)-3-(1-methyl-1H-imidazol-4-yl)-4-((4-(trifluoromethyl)benzyl)amino)benzamide